1'-(2-{[6-(1-hydroxyethyl)-5-(trifluoromethyl)pyridin-3-yl]oxy}ethyl)-2-oxo-1,2-dihydrospiro[indole-3,4'-piperidine]-5-carbonitrile OC(C)C1=C(C=C(C=N1)OCCN1CCC2(CC1)C(NC1=CC=C(C=C12)C#N)=O)C(F)(F)F